OC(CN1CC2=C([C@@H](CC1)NC(=O)C=1OC(=NN1)C(C)(C)C)C=CC(=C2)C2=NC(=NC=C2)NC=2C=NN(C2)C)(C)C 5-tert-butyl-1,3,4-oxadiazole-2-carboxylic acid {(R)-2-(2-hydroxy-2-methyl-propyl)-8-[2-(1-methyl-1H-pyrazol-4-ylamino)-pyrimidin-4-yl]-2,3,4,5-tetrahydro-1H-2-benzazepin-5-yl}-amide